CN1N=C2C(N(CCOC2=C1)C1=C(C=C(C=C1)C1=NC2=CC=C(N=C2C=C1)C(F)(F)F)C)=O 2-Methyl-7-(2-methyl-4-(6-(trifluoromethyl)-1,5-naphthyridin-2-yl)phenyl)-6,7-dihydro-2H-pyrazolo[3,4-f][1,4]oxazepin-8(5H)-on